methyl 2-(6-bromo-4-(difluoromethoxy)-1-oxophthalazin-2(1H)-yl)acetate BrC=1C=C2C(=NN(C(C2=CC1)=O)CC(=O)OC)OC(F)F